[2,3,3-2H]D-serine N[C@](C(O)([2H])[2H])(C(=O)O)[2H]